trans-tert-butyl 4-(4-(3-(2-(benzyloxy)-6-hydroxypyridin-3-yl)-1-methyl-1H-indazol-7-yl) piperazine-1-carbonyl)-3-fluoropiperidine-1-carboxylate C(C1=CC=CC=C1)OC1=NC(=CC=C1C1=NN(C2=C(C=CC=C12)N1CCN(CC1)C(=O)[C@H]1[C@@H](CN(CC1)C(=O)OC(C)(C)C)F)C)O